C(CC1=CC=CC=C1)C1(C(=O)OC(C1)C)CCC1=CC=CC=C1 α,α-diphenethyl-γ-valerolactone